OC=1C(=CC2=C(N(C([C@H]3N(C2=O)CC=C(C3)C3=CC=C(C=C3)OC)OC)C(=O)OCC=C)C1)OC Allyl (6aS)-3-hydroxy-2,6-dimethoxy-8-(4-methoxyphenyl)-12-oxo-6,6a,7,10-tetrahydrobenzo[e]pyrido[1,2-a][1,4]diazepine-5(12H)-carboxylate